COC(=O)C1CCC(CC1)N1C(NC2=C1C=CC=C2OC)=O 4-[4-methoxy-2-oxo-3H-benzimidazol-1-yl]cyclohexanecarboxylic acid methyl ester